FC(OC=1C=CC(=NC1)C1=NSC(=N1)NC1=NC=CC=C1N(C)C)F N2-(3-(5-(difluoromethoxy)pyridin-2-yl)-1,2,4-thiadiazol-5-yl)-N3,N3-dimethylpyridine-2,3-diamine